ethyl (S)-2-amino-3-(5-(4-(benzyloxy)butyl)-2-bromothiazol-4-yl)propanoate N[C@H](C(=O)OCC)CC=1N=C(SC1CCCCOCC1=CC=CC=C1)Br